6-chloro-3-(methylamino)pyridineamide ClC1=CC=C(C(=N1)C(=O)N)NC